C12(CC1)COC1=C2C(=CC=C1)OC=1N=CC(=NC1)N1C(NC=2C1=NC=CC2)=O 3-(5-spiro[2H-benzofuran-3,1'-cyclopropan]-4-yloxypyrazin-2-yl)-1H-imidazo[4,5-b]pyridin-2-one